2-[1-[6-methyl-2-[4-(methylcarbamoyl)-1-piperidyl]-4-oxo-chromen-8-yl]ethylamino]benzoic acid CC=1C=C2C(C=C(OC2=C(C1)C(C)NC1=C(C(=O)O)C=CC=C1)N1CCC(CC1)C(NC)=O)=O